tert-butyl N-[(3R)-7-(5-tert-butyl-1,2,4-oxadiazol-3-yl)-5-[[4-(cyclopentoxy)phenyl]methyl]-8-fluoro-1,1,4-trioxo-2,3-dihydro-1λ6,5-benzothiazepin-3-yl]carbamate C(C)(C)(C)C1=NC(=NO1)C=1C(=CC2=C(N(C([C@H](CS2(=O)=O)NC(OC(C)(C)C)=O)=O)CC2=CC=C(C=C2)OC2CCCC2)C1)F